CNC(=O)C1=CC=C(C=N1)N1CCN(C2CC12)C(=O)OC(C)(C)C tert-Butyl 5-(6-(methylcarbamoyl)pyridin-3-yl)-2,5-diazabicyclo[4.1.0]heptane-2-carboxylate